FC(OC1=NC(=CC=C1N)OCC)F 2-(difluoromethoxy)-6-ethoxypyridin-3-amine